[Ti].[Na].O[C@@]1(C(N(CC1)C)=O)C=1N=NN(C1)C1=NC(=CC=C1)C1=NC(=NC=C1)NC=1C=NN2C1C=CC=C2 (R)-3-hydroxy-1-methyl-3-(1-(6-(2-(pyrazolo[1,5-a]pyridin-3-ylamino)pyrimidin-4-yl)pyridin-2-yl)-1H-1,2,3-triazol-4-yl)pyrrolidin-2-one mono-sodium titanium